FC1=C(C(=O)C2=CNC3=NC=C(C=C32)C=3C=NN(C3)C)C=CC=C1NS(N(CCC)C)(=O)=O 3-[2-fluoro-3-[[methyl(propyl)sulfamoyl]amino]benzoyl]-5-(1-methylpyrazol-4-yl)-1H-pyrrolo[2,3-b]pyridine